2-(6-cyclopropyl-3-ethylsulfonyl-2-pyridyl)-3-methyl-6-(trifluoromethyl)imidazo[4,5-c]Pyridine C1(CC1)C1=CC=C(C(=N1)C1=NC2=C(C=NC(=C2)C(F)(F)F)N1C)S(=O)(=O)CC